N-[(1S)-3-(cyclopropylamino)-1-[[(3S,5R)-5-methyl-2-oxo-pyrrolidin-3-yl]methyl]-2,3-dioxo-propyl]-5-(difluoromethyl)-2-[[3-(trifluoromethyl)benzoyl]amino]benzamide C1(CC1)NC(C([C@H](C[C@H]1C(N[C@@H](C1)C)=O)NC(C1=C(C=CC(=C1)C(F)F)NC(C1=CC(=CC=C1)C(F)(F)F)=O)=O)=O)=O